N-(5-cyano-4-((cyclopropylmethyl)amino)pyridin-2-yl)-1-(6-formyl-5-((4-methyl-2-oxopiperazin-1-yl)methyl)pyridin-2-yl)cyclopropane-1-carboxamide C(#N)C=1C(=CC(=NC1)NC(=O)C1(CC1)C1=NC(=C(C=C1)CN1C(CN(CC1)C)=O)C=O)NCC1CC1